2-(1-((1-(3-fluorophenyl)-3-methyl-1H-indazol-5-yl)methyl)piperidin-4-yl)isoindolin-1-one FC=1C=C(C=CC1)N1N=C(C2=CC(=CC=C12)CN1CCC(CC1)N1C(C2=CC=CC=C2C1)=O)C